[(furan-2-yl)methyl]-2-[(methylamino)methyl]thieno[3,2-b]pyridin-7-amine hydrochloride Cl.O1C(=CC=C1)CC1=C(SC=2C1=NC=CC2N)CNC